(R)-2-(4-(7-chloropyrazolo[1,5-a]pyridin-2-yl)-1,4,6,7-tetrahydro-5H-imidazo[4,5-c]pyridin-5-yl)-5-(2,6-difluorophenyl)-1,3,4-oxadiazole ClC1=CC=CC=2N1N=C(C2)[C@@H]2N(CCC1=C2N=CN1)C=1OC(=NN1)C1=C(C=CC=C1F)F